2-[4-[4-(tert-butylcarbamoyl)-2-[(2-chloro-4-cyclopropyl-phenyl)sulfonylamino]phenoxy]-5-chloro-2-fluoro-phenyl]acetic acid C(C)(C)(C)NC(=O)C1=CC(=C(OC2=CC(=C(C=C2Cl)CC(=O)O)F)C=C1)NS(=O)(=O)C1=C(C=C(C=C1)C1CC1)Cl